N-(3-(2-((5-cyano-6-(4-methylpiperazin-1-yl)pyridin-3-yl)amino)quinazolin-8-yl)phenyl)acrylamide C(#N)C=1C=C(C=NC1N1CCN(CC1)C)NC1=NC2=C(C=CC=C2C=N1)C=1C=C(C=CC1)NC(C=C)=O